COC(CNC([2H])([2H])[2H])OC 2,2-dimethoxy-N-(trideuteromethyl)ethylamine